5-(2-Fluoro-6-methylphenyl)-3-(2-(2-hydroxyethyl)-1,2,3,4-tetrahydroisochinolin-7-yl)-1H-pyrazolo[4,3-c]pyridazin-6(5H)-on FC1=C(C(=CC=C1)C)N1N=C2C(=CC1=O)NN=C2C2=CC=C1CCN(CC1=C2)CCO